ClC=1N=C(C2=C(N1)N(CCC2)C(CCO)[2H])Cl 3-(2,4-dichloro-6,7-dihydropyrido[2,3-d]pyrimidin-8(5H)-yl)propan-1-ol-3-d